(S)-2-((3-aminobicyclo[1.1.1]pentan-1-yl)methyl)-1-(oxetan-2-ylmethyl)-1H-benzene NC12CC(C1)(C2)CC2[C@H](C=CC=C2)CC2OCC2